tert-butyl N-(1-{2,7-dichloro-8-fluoropyrido[4,3-d]pyrimidin-4-yl}azepan-3-yl)carbamate ClC=1N=C(C2=C(N1)C(=C(N=C2)Cl)F)N2CC(CCCC2)NC(OC(C)(C)C)=O